FC(CN1N=CC=2C1=NC(=CN2)N2CC1(CC(N(C1)C=1C=NC(=CC1)C(F)(F)F)=O)CC2)F 7-[1-(2,2-difluoroethyl)-1H-pyrazolo[3,4-b]pyrazin-6-yl]-2-[6-(trifluoromethyl)pyridin-3-yl]-2,7-diazaspiro[4.4]nonan-3-one